5-(benzyloxy)-2-hexyl-hexadec-2-enoic acid C(C1=CC=CC=C1)OC(CC=C(C(=O)O)CCCCCC)CCCCCCCCCCC